CC1=C(C(=C(C=C1)C(C(=O)OC(CC(C(F)(F)F)OC(C(=O)C1=C(C(=C(C=C1)C)C)C)=O)C1=CC2=CC=CC=C2C=C1)=O)C)C 4,4,4-trifluoro-1-(2-naphthyl)-1,3-butanediol ditrimethylphenylglyoxylate